N-(5-(3-chlorothiophen-2-yl)-1,3,4-thiadiazol-2-yl)-3-methoxy-2-oxo-4-(pyridin-3-ylamino)-2H-pyran-6-carboxamide ClC1=C(SC=C1)C1=NN=C(S1)NC(=O)C1=CC(=C(C(O1)=O)OC)NC=1C=NC=CC1